(1R,2R)-2-(4-methylpyrimidin-2-yl)cyclopropane-1-carboxylic acid CC1=NC(=NC=C1)[C@H]1[C@@H](C1)C(=O)O